3-(2-(2-fluorobenzyl)-2H-tetrazol-5-yl)-4-((3-(trifluoromethyl)phenyl)amino)benzoic acid FC1=C(CN2N=C(N=N2)C=2C=C(C(=O)O)C=CC2NC2=CC(=CC=C2)C(F)(F)F)C=CC=C1